(3-formyl-benzo[4,5]imidazo[1,2-a]pyrazin-1-yl)carbamic acid tert-butyl ester C(C)(C)(C)OC(NC=1C=2N(C=C(N1)C=O)C1=C(N2)C=CC=C1)=O